Cl.COC=1C2=C(N=C(N1)C#N)CNC2C 4-Methoxy-5-methyl-6,7-dihydro-5H-pyrrolo[3,4-d]pyrimidine-2-carbonitrile hydrochloride